3-(5-((4-(4'-chloro-5,5-dimethyl-3,4,5,6-tetrahydro-[1,1'-biphenyl]-2-carbonyl)piperazin-1-yl)methyl)-6-fluoro-1-oxoisoindolin-2-yl)piperidine-2,6-dione ClC1=CC=C(C=C1)C1=C(CCC(C1)(C)C)C(=O)N1CCN(CC1)CC=1C=C2CN(C(C2=CC1F)=O)C1C(NC(CC1)=O)=O